2,6-difluorobenzamide FC1=C(C(=O)N)C(=CC=C1)F